2-Chloro-N-(5-(2-((4-(dimethylamino)-3-fluorocyclohexyl)amino)-8-isopropyl-7-oxo-7,8-dihydropteridin-6-yl)-6-methylpyridin-2-yl)benzenesulfonamide hydrochloride Cl.ClC1=C(C=CC=C1)S(=O)(=O)NC1=NC(=C(C=C1)C1=NC=2C=NC(=NC2N(C1=O)C(C)C)NC1CC(C(CC1)N(C)C)F)C